2-bromo-N1-(naphthalen-1-yl)-N3-(naphthalen-2-yl)-N1,N3-diphenylbenzene-1,3-diamine BrC1=C(C=CC=C1N(C1=CC=CC=C1)C1=CC2=CC=CC=C2C=C1)N(C1=CC=CC=C1)C1=CC=CC2=CC=CC=C12